NCCCCNC(C1=C(C=C(C=C1)NC=1C=2N(C=CN1)C(=CN2)C2=CC=C(C=C2)Cl)C)=O N-(4-aminobutyl)-4-[[3-(4-chlorophenyl)imidazo[1,2-a]pyrazin-8-yl]amino]-2-methylbenzamide